S(=O)(=O)(O)C1=CC=C(C=C1)CCCCCCCCCC(=O)O 10-(4-sulfophenyl)decanoic acid